[1,4]benzothiazino[2,3,4-kl]phenothiazine C1=CC=CC2=C1N1C3=C(C=CC=C3SC=3C=CC=CC13)S2